C(C1=CC=CC=C1)OC1=NC(=CC=C1C1=CC(=C(C=C1)N1CC2(C1)CCN(CC2)C(=O)OC(C)(C)C)F)OCC2=CC=CC=C2 tert-butyl 2-(4-(2,6-bis(benzyloxy)pyridin-3-yl)-2-fluorophenyl)-2,7-diazaspiro[3.5]nonane-7-carboxylate